2-[Chloro(dideutero)methyl]-7-methoxy-4-(trifluoromethyl)-1H-pyrrolo[2,3-c]pyridine ClC(C1=CC=2C(=C(N=CC2C(F)(F)F)OC)N1)([2H])[2H]